ClC1(OCCC1Cl)C 2,3-dichloro-2-methyl-tetrahydrofuran